(2R,3R)-2-(6-chloro-2-(hex-1-yn-1-yl)-8-(5-methylfuran-2-yl)-9H-purin-9-yl)tetrahydrofuran-3-yl acetate C(C)(=O)O[C@H]1[C@@H](OCC1)N1C2=NC(=NC(=C2N=C1C=1OC(=CC1)C)Cl)C#CCCCC